Chloro-2-hydroxypropylstearyldimethylammonium chlorid Methyl-5'-((tert-butoxycarbonyl)amino)-1'-methyl-2'-oxospiro[cyclopropane-1,3'-indoline]-6'-carboxylate COC(=O)C1=C(C=C2C3(C(N(C2=C1)C)=O)CC3)NC(=O)OC(C)(C)C.[Cl-].ClC[N+](C)(CCCCCCCCCCCCCCCCCC)CC(C)O